ClC1=CC2=C(N(C(=N2)CC2=C(C=C(C(=C2)F)C2=NC(=CC=C2)OCC2=CC=C(C=C2)C#N)F)[C@@H]2COCC2(C)C)C=C1C(=O)O (S)-5-chloro-2-(4-(6-((4-cyanobenzyl)oxy)pyridin-2-yl)-2,5-difluorobenzyl)-1-(4,4-dimethyltetrahydrofuran-3-yl)-1H-benzo[d]imidazole-6-carboxylic acid